5-(5-(4-ethylphenyl)-1-propionyl-4,5-dihydro-1H-pyrazol-3-yl)-4-methylthieno[2,3-b]pyridin-6(7H)-one C(C)C1=CC=C(C=C1)C1CC(=NN1C(CC)=O)C1=C(C2=C(NC1=O)SC=C2)C